2-(2',6'-diphenyl-[1,1':4',1''-terphenyl]-4-yl)-4-(4-(2-methylpyridin-3-yl)phenyl)-6-phenyl-1,3,5-triazine C1(=CC=CC=C1)C1=C(C(=CC(=C1)C1=CC=CC=C1)C1=CC=CC=C1)C1=CC=C(C=C1)C1=NC(=NC(=N1)C1=CC=C(C=C1)C=1C(=NC=CC1)C)C1=CC=CC=C1